CC1(N(CCC1)C(=O)O[C@H]1C[C@H](CC1)C1=CC(=NN1)NC(CC1=NN(C=C1)C)=O)C (1R,3S)-3-(3-{[(1-methyl-1H-pyrazol-3-yl)acetyl]-amino}-1H-pyrazol-5-yl)-cyclopentyl 2,2-dimethyl-pyrrolidine-1-carboxylate